C(C)(C)(C)C1CC=C(CC1)C1=NC(=C(C(=N1)C)C(=O)[O-])C 2-(4-tert-butylcyclohexen-1-yl)-4,6-dimethyl-pyrimidine-5-carboxylate